4-bromo-2-(1,1-difluoroethyl)-1-methyl-1H-imidazole BrC=1N=C(N(C1)C)C(C)(F)F